N(O)=C(C(=O)OCC)C#N ethyl 2-oximino-cyanoacetate